tert-butyl N-{[5-(2-fluorophenyl)-4-methoxy-1-[3-(prop-2-en-1-yloxy) benzenesulfonyl]-1H-pyrrol-3-yl] methyl}-N-methylcarbamate FC1=C(C=CC=C1)C1=C(C(=CN1S(=O)(=O)C1=CC(=CC=C1)OCC=C)CN(C(OC(C)(C)C)=O)C)OC